FC=1C=C2C(=CN(C2=CC1C(=O)OC)C)C(NC1=CNC2=CC=C(C=C12)F)=O methyl 5-fluoro-3-[(5-fluoro-1H-indol-3-yl)carbamoyl]-1-methylindole-6-carboxylate